OC=1C(=CC=2CCCCC2C1)CN(C(OC(C)(C)C)=O)C[C@H](CC)O tert-butyl (S)-((3-hydroxy-5,6,7,8-tetrahydronaphthalen-2-yl)methyl)(2-hydroxybutyl)carbamate